CN[C@@H](CS)C(=O)O methyl-L-cystein